butyl-4-(7-benzyl-2-chloro-8-methyl-6,8-dihydro-5H-pyrido[3,4-d]pyrimidin-4-yl)piperazine-1-carboxylate C(CCC)OC(=O)N1CCN(CC1)C=1C2=C(N=C(N1)Cl)C(N(CC2)CC2=CC=CC=C2)C